8-((2s,5r)-4-(1-(4-(methoxymethyl)phenyl)ethyl)-2,5-dimethylpiperazin-1-yl)-5-methyl-6-oxo-5,6-dihydro-1,5-naphthyridine-2-carbonitrile COCC1=CC=C(C=C1)C(C)N1C[C@@H](N(C[C@H]1C)C1=CC(N(C=2C=CC(=NC12)C#N)C)=O)C